FC(C(=C(Cl)F)F)F Tetrafluoro-1-chloroprop-1-ene